ClC1=CNC2=C(C=CC=C12)NS(=O)(=O)C=1C=NN(C1)CC1CC1 N-(3-chloro-1H-indol-7-yl)-1-(cyclopropylmethyl)pyrazole-4-sulfonamide